C(C)(=O)OC=1C=NC=CC1OC 3-acetoxy-4-methoxy-pyridine